(R)-5-((((3'-chloro-2'-(3-((3-fluoro-4-(((2-hydroxyethyl)amino)methyl)pyridin-2-yl)amino)-2-methylphenyl)-6-methoxy-[2,4'-bipyridin]-5-yl)methyl)amino)methyl)pyrrolidin-2-one ClC=1C(=NC=CC1C1=NC(=C(C=C1)CNC[C@H]1CCC(N1)=O)OC)C1=C(C(=CC=C1)NC1=NC=CC(=C1F)CNCCO)C